ClCCOC1=CC=C(C=C1)C1=NC2=CC=C(C=C2C=C1)C=1C2=C(C(N(C1)C)=O)N(C=C2)S(=O)(=O)C2=CC=C(C)C=C2 4-{2-[4-(2-chloroethoxy)phenyl]quinolin-6-yl}-6-methyl-1-tosyl-1H-pyrrolo[2,3-c]pyridin-7(6H)-one